CN1C2(CNC2=O)CCC12C(NC2)=O 5-methyl-2,5,8-triazadispiro[3.1.36.24]undecane-1,7-dione